(3-(Anthracene-9-yl)phenyl)diphenylphosphine oxide C1=CC=CC2=CC3=CC=CC=C3C(=C12)C=1C=C(C=CC1)P(C1=CC=CC=C1)(C1=CC=CC=C1)=O